OCC1CN(C1)CCCCC(=O)OC(CCC\C=C/CCCCC)C(CCC\C=C/CCCCC)CCC\C=C/CCCCC (6Z,16Z)-12-((Z)-dec-4-en-1-yl)docosa-6,16-dien-11-yl 5-(3-(hydroxymethyl)-azetidin-1-yl)pentanoate